C(O)(=O)OCCNC 2-(methylamino)ethanol carbonate